isopropyl 2-((5-acrylamido-4-((2-(dimethylamino)ethyl)(methyl-d3)amino)-2-methoxy phenyl)amino)-4-(3,3,5-trimethyl-2,3-dihydro-1H-pyrrolo[3,2-b]pyridin-1-yl)pyrimidine-5-carboxylate C(C=C)(=O)NC=1C(=CC(=C(C1)NC1=NC=C(C(=N1)N1CC(C2=NC(=CC=C21)C)(C)C)C(=O)OC(C)C)OC)N(C([2H])([2H])[2H])CCN(C)C